C[C@@H]1CN(C[C@H]2N1CCN(C2)CCC2=NC=C(C=C2)N2C[C@@H](NCC2)C)C2=C1C=CC=NC1=C(C=C2)C#N 5-[(4R,9aS)-4-methyl-8-[2-[5-[(3S)-3-methylpiperazin-1-yl]-2-pyridyl]ethyl]-3,4,6,7,9,9a-hexahydro-1H-pyrazino[1,2-a]pyrazin-2-yl]quinoline-8-carbonitrile